2-Fluoro-5-(5-(3-methoxyphenyl)-1H-indazol-1-yl)phenol FC1=C(C=C(C=C1)N1N=CC2=CC(=CC=C12)C1=CC(=CC=C1)OC)O